5-methyl-N-(3-(4-(4-methyl-1H-indazol-5-yl)phenyl)propyl)isoxazole-3-carboxamide CC1=CC(=NO1)C(=O)NCCCC1=CC=C(C=C1)C=1C(=C2C=NNC2=CC1)C